C1(=CC=CC=C1)N(C(O)=O)C=1C=C2CN(C(C2=CC1)=O)C1C(NC(CC1)=O)=O.CC1CN(CC(O1)C)C1=C(N=CC(=N1)C(=O)N)C1=CC=C(C=C1)F 6-(2,6-dimethylmorpholin-4-yl)-5-(4-fluorophenyl)pyrazine-2-carboxamide phenyl-(2-(2,6-dioxopiperidin-3-yl)-1-oxoisoindolin-5-yl)carbamate